(S)-3-(1-(5-(4-isopropylphenyl)-1,3,4-oxadiazol-2-yl)ethyl)-8-methoxy-2H-pyrido[2,3-e][1,3]oxazine-2,4(3H)-dione C(C)(C)C1=CC=C(C=C1)C1=NN=C(O1)[C@H](C)N1C(OC2=C(C1=O)N=CC=C2OC)=O